C1=CC(=C2C(=CC=C3C2=C1C(=O)OC3=O)[N+](=O)[O-])[N+](=O)[O-] 4,5-dinitro-1,8-naphthalic anhydride